N,N,4,7-tetramethyl-5-oxo-4,5-dihydroimidazo[1,5-a]quinazoline-3-carboxamide CN(C(=O)C=1N=CN2C1N(C(C1=CC(=CC=C21)C)=O)C)C